C1C(C2C(O1)C(CO2)O)O 1,4-3,6-dianhydromannitol